FC1=CC(=C(C=C1C=1C=NN(C1)C)NC=1N=C(C2=C(N1)NC=C2)NC=2C(=C1N=CC=NC1=CC2)P(C)(C)=O)OC (6-((2-((4-fluoro-2-methoxy-5-(1-methyl-1H-pyrazol-4-yl)phenyl)amino)-7H-pyrrolo[2,3-d]pyrimidin-4-yl)amino)quinoxalin-5-yl)dimethylphosphine oxide